N1(CCOCC1)[C@H]1[C@@H](COC2=C1C=CC=C2)NC(CC)=O N-[(trans)-4-(morpholin-4-yl)-3,4-dihydro-2H-1-benzopyran-3-yl]propanamide